CN(C1(CCC2(CNC(N2CC2(CCC2)C)=O)CC1)C1=CC=CC=C1)C CIS-8-Dimethylamino-1-[(1-methyl-cyclobutyl)-methyl]-8-phenyl-1,3-diazaspiro[4.5]decan-2-one